O(C1=CC=CC=C1)C=1C(=NC2=CC=CC=C2C1)\C=C\C1=CC=CC=C1 (E)-3-phenoxy-2-styrylquinoline